(4-amino-1,3-dihydrofuro[3,4-c]quinolin-8-yl)-[(2R,5S)-2-methyl-5-[4-(trifluoromethoxy)phenyl]morpholin-4-yl]methanone NC1=NC=2C=CC(=CC2C2=C1COC2)C(=O)N2C[C@H](OC[C@@H]2C2=CC=C(C=C2)OC(F)(F)F)C